NC1=NC=CC(=C1[N+](=O)[O-])C1=CC(=C(CNC(OC(C)(C)C)=O)C=C1)F tert-butyl (4-(2-amino-3-nitropyridin-4-yl)-2-fluorobenzyl)carbamate